3-(4-chlorophenyl)-2-fluoro-3-oxopropanenitrile ClC1=CC=C(C=C1)C(C(C#N)F)=O